COC(=O)[C@@H]1O[C@]([C@H]([C@@H]1C1=C(C(=C(C=C1)F)C(F)F)OC)C)(C(F)(F)F)C |r| rac-(2r,3r,4s,5r)-3-(3-(difluoromethyl)-4-fluoro-2-methoxyphenyl)-4,5-dimethyl-5-(trifluoromethyl)tetrahydrofuran-2-carboxylic acid methyl ester